((2-(2-(2-chlorophenyl)-1-methyl-4,5,6,7-tetrahydro-1H-benzo[d]imidazol-5-yl)-1,2,3,4-tetrahydroisoquinolin-7-yl)oxy)-3-methoxypropan-2-ol ClC1=C(C=CC=C1)C1=NC2=C(N1C)CCC(C2)N2CC1=CC(=CC=C1CC2)OCC(COC)O